C1(CC1)C(=O)NC(C1=C(C=CC=C1)N1CC(C1)C(=O)N)C1=CC=C(C=C1)C(C)C (2-(cyclopropanecarboxamido(4-isopropylphenyl)methyl)phenyl)azetidine-3-carboxamide